(2S,4S)-N2-(3-chloro-4-fluorophenyl)-4-fluoro-N2-methyl-1-(6-methyl-4-(trifluoromethyl)pyridin-2-yl)pyrrolidine-2,4-dicarboxamide ClC=1C=C(C=CC1F)N(C(=O)[C@H]1N(C[C@@](C1)(C(=O)N)F)C1=NC(=CC(=C1)C(F)(F)F)C)C